CNNC(=S)NN methyl-thiocarbohydrazide